C1(CCC1)OC1=CC=NC2=CC=C(C=C12)N1CC2(C1)CC(C2)\C=C\C=2C(=NOC2C2CC2)C2=C(C=NC=C2Cl)Cl (E)-4-Cyclobutoxy-6-(6-(2-(5-cyclopropyl-3-(3,5-dichloropyridin-4-yl)isoxazol-4-yl)vinyl)-2-azaspiro[3.3]heptan-2-yl)chinolin